C1(=CCC1)C(=O)N1CC(C1)C1=NN(C2=NC=CC(=C21)[C@H](CO)O)C2=CC=C(C=C2)OC(F)(F)F (R)-cyclobut-1-en-1-yl-(3-(4-(1,2-dihydroxyethyl)-1-(4-(trifluoromethoxy)phenyl)-1H-pyrazolo[3,4-b]pyridin-3-yl)azetidin-1-yl)methanone